ClC1=NC(=C2N=C(N(C2=N1)C(F)F)C1=CC=NC=C1)N1CCOCC1 4-(2-chloro-9-(difluoromethyl)-8-(pyridin-4-yl)-9H-purin-6-yl)morpholine